mono-Bochydrazine methyl-2-(2-methoxy-2-oxoethoxy)-5-(trifluoromethyl)benzoate COC(C1=C(C=CC(=C1)C(F)(F)F)OCC(=O)OC)=O.C(=O)(OC(C)(C)C)NN